C(C)C1(C(=NC2=C(C=C(C=C12)C1=NCN(C=C1F)C1=NC=C(C=C1)CN1CCC(CC1)CC)F)C)CC 4-(3,3-diethyl-7-fluoro-2-methyl-3H-indol-5-yl)-N-(5-((4-ethylpiperidin-1-yl)methyl)pyridin-2-yl)-5-fluoropyrimidine